C(CCC)NC1=NC(=NC(=N1)NC)NCC#C N-Butyl-N'-methyl-N''-prop-2-ynyl-[1,3,5]triazine-2,4,6-triamine